FC1(CCN(CC1)C1=CC(=CC=2N1C=CN2)N)F 5-(4,4-difluoropiperidin-1-yl)imidazo[1,2-a]pyridine-7-Amine